[C@H]12COC[C@H](CC1)N2C=2C=CC1=C(N(C(=N1)OC)C(=O)NCCCC1=CC=CC=C1)C2 6-((1R,5S)-3-oxa-8-azabicyclo[3.2.1]octan-8-yl)-2-methoxy-N-(3-phenylpropyl)-1H-benzo[d]imidazole-1-carboxamide